tert-butyl N-({4-[4-(hydroxymethyl)-1,3-thiazol-5-yl]phenyl}methyl)carbamate OCC=1N=CSC1C1=CC=C(C=C1)CNC(OC(C)(C)C)=O